CC(CC)OC1=CC2=C(C3=CC=CC=C3N=C2C=C1)C1=CC=CC=C1 2-(2-butoxy)-9-phenylacridine